C(C1=CC=CC=C1)OCC1(CC1)S(=O)(=O)C1(CC1)C(=O)OCC ethyl 1-((1-((benzyloxy)methyl)cyclopropyl)sulfonyl)cyclopropane-1-carboxylate